ClC1=C(C=C(C=C1)C1=NNC(O[C@H]1C([2H])([2H])[2H])=O)C(F)(F)F (S)-5-(4-chloro-3-(trifluoromethyl)phenyl)-6-(methyl-d3)-3,6-dihydro-2H-1,3,4-oxadiazin-2-one